Cl.C(#N)CC(=O)N1C[C@@H]([C@@H](CC1)C)N(C=1C2=C(N=CN1)N(C=C2)C(=O)NCCCCNC)C 4-(((3R,4R)-1-(2-cyanoacetyl)-4-methylpiperidin-3-yl)(methyl)amino)-N-(4-(methylamino)butyl)-7H-pyrrolo[2,3-d]pyrimidine-7-carboxamide hydrochloride